(2-((4-(5-(1H-pyrrol-1-yl)pyridin-3-yl)-1H-1,2,3-triazol-1-yl)methyl)imidazo[1,2-a]pyridin-6-yl)methanol N1(C=CC=C1)C=1C=C(C=NC1)C=1N=NN(C1)CC=1N=C2N(C=C(C=C2)CO)C1